C(C)(=O)C1=C(C=C(C=C1)Cl)C=1C(=NN(C(C1)=O)C(C(=O)NC1=CC=C(C=C1)S(N)(=O)=O)CC1=CC=CC=C1)OC 2-(4-(2-acetyl-5-chlorophenyl)-3-methoxy-6-oxopyridazin-1(6H)-yl)-3-phenyl-N-(4-sulfamoylphenyl)propanamide